FC=1C=C(C=C(C1C=1C=NNC1)F)C=1SC2=C(N1)SC(=N2)N(C2CCNCC2)C 5-[3,5-Difluoro-4-(1H-pyrazol-4-yl)phenyl]-N-methyl-N-(piperidin-4-yl)[1,3]thiazolo[5,4-d][1,3]thiazol-2-amin